CCCC(=O)O[C@H](CC(=O)[O-])C[N+](C)(C)C The molecule is an optically active form of O-butanoylcarnitine having L-configuration. It has a role as a metabolite. It is an O-butanoylcarnitine and a saturated fatty acyl-L-carnitine.